[C@H]12N(C[C@H](NC1)C2)C2=CC(=C(NC1=NC=C(C(=N1)C1=CC3=C(C(N(CCS3(=O)=O)C3COC3)=O)S1)C(F)(F)F)C=C2)C 7-[2-[4-[(1R,4R)-2,5-diazabicyclo[2.2.1]heptan-2-yl]-2-methyl-anilino]-5-(trifluoromethyl)pyrimidin-4-yl]-4-(oxetan-3-yl)-1,1-dioxo-2,3-dihydrothieno[2,3-f][1,4]thiazepin-5-one